C(C)OC1CCC(C(C1)C1=CC=C(C(=O)OCC)C=C1)O Ethyl (±)-4-(5-ethoxy-2-hydroxycyclohexyl)benzoate